O1C(CCCC1)N1N=CC=C1C=1SC=C(N1)C(=O)NC1=CC=C(C=C1)NC(=O)[C@@H]1CN(CCC1)C(=O)OC(C)(C)C tert-butyl (3S)-3-((4-(2-(1-(tetrahydro-2H-pyran-2-yl)-1H-pyrazol-5-yl)thiazole-4-carboxamido)phenyl)carbamoyl)piperidine-1-carboxylate